(2R,4R)-1-(3-chloro-2-fluorobenzyl)-4-((4-(1,1-difluoroethyl)-5-fluoro-6-((5-methyl-1H-pyrazol-3-yl)amino)pyridin-2-yl)methyl)-2-methylpiperidine-4-carboxylic acid ClC=1C(=C(CN2[C@@H](C[C@@](CC2)(C(=O)O)CC2=NC(=C(C(=C2)C(C)(F)F)F)NC2=NNC(=C2)C)C)C=CC1)F